COC1=CC=2C(=C3C(=NC2C=C1COCCN1CCCC1)CCC3)NC[C@@H]3COCC3 7-methoxy-N-{[(3R)-oxolan-3-yl]methyl}-6-{[2-(pyrrolidin-1-yl)ethoxy]methyl}-1H,2H,3H-cyclopenta[b]quinolin-9-amine